C(C)N(CCCN(CCC(=O)OCCC=1N=NN(C1)CCCCCCCCCCCCCC)CCC(=O)OCCC=1N=NN(C1)CCCCCCCCCCCCCC)CC bis(2-(1-tetradecyl-1H-1,2,3-triazol-4-yl)ethyl) 3,3'-((3-(diethylamino)propyl)azanediyl)dipropionate